(2R,4R)-1-(3-chloro-2-fluorobenzyl)-4-((4-cyclopropyl-3-fluoro-6-((5-methyl-1H-pyrazol-3-yl)-amino)pyridin-2-yl)methyl)-2-ethyl-piperidine-4-carboxylic acid ClC=1C(=C(CN2[C@@H](C[C@@](CC2)(C(=O)O)CC2=NC(=CC(=C2F)C2CC2)NC2=NNC(=C2)C)CC)C=CC1)F